C1(CC1)C=1C=C(N=NC1C1=C(C=C(C=C1)C#C)O)NC([C@@H](C)NC)=O (R)-N-(5-cyclopropyl-6-(4-ethynyl-2-hydroxyphenyl)pyridazin-3-yl)-2-(methylamino)propionamide